N-(γ-dimethylaminopropyl)-γ-aminopropyl-methyldimethoxysilane CN(CCCNCCC[Si](OC)(OC)C)C